4-methyl-3-{2-methyl-6-[4-(trifluoromethyl)phenoxy]pyrimidin-4-yl}-1H,4H,5H-pyrazolo[4,3-b]pyridin-5-one CN1C2=C(C=CC1=O)NN=C2C2=NC(=NC(=C2)OC2=CC=C(C=C2)C(F)(F)F)C